FC(C=1C=C(C=CC1)NC(=O)C12C3CCC(C2C1)O3)(F)F N-(3-(trifluoromethyl)phenyl)-8-oxatricyclo[3.2.1.02,4]octane-2-carboxamide